1-(2-(4-(4-((2,6-dioxopiperidin-3-yl)amino)-2,5-difluorophenyl)piperazin-1-yl)ethyl)piperidin O=C1NC(CCC1NC1=CC(=C(C=C1F)N1CCN(CC1)CCN1CCCCC1)F)=O